FC1(C2CCN(CC12)C1=C(C(=O)NC=2C=C(C3=C(CCO3)C2)N2CCC(CC2)(F)F)C=CC(=C1)NS(=O)(=O)CC)F 2-(7,7-difluoro-3-azabicyclo[4.1.0]heptan-3-yl)-N-(7-(4,4-difluoropiperidin-1-yl)-2,3-dihydrobenzofuran-5-yl)-4-(ethylsulfonamido)benzamide